4-chloro-6-[4-[[2-cyclopropyl-5-(pyrimidin-2-yloxymethyl)phenyl]methyl]-1-(difluoromethyl)pyrazol-3-yl]pyrimidin-2-amine ClC1=NC(=NC(=C1)C1=NN(C=C1CC1=C(C=CC(=C1)COC1=NC=CC=N1)C1CC1)C(F)F)N